3-[(4R)-7-chloro-10-[3-(4-chloro-3,5-dimethyl-phenoxy)propyl]-6-(4,6-dimethylpyrimidin-5-yl)-4-methyl-1-oxo-3,4-dihydropyrazino[1,2-a]indol-2-yl]-1-methyl-indole-6-carboxylic acid ClC=1C=CC=2C(=C3N(C2C1C=1C(=NC=NC1C)C)[C@@H](CN(C3=O)C3=CN(C1=CC(=CC=C31)C(=O)O)C)C)CCCOC3=CC(=C(C(=C3)C)Cl)C